NC1=CC=C(C=C1)C(=O)N1C[C@@H](CC1)N(C)C (R)-(4-aminophenyl)(3-(dimethylamino)pyrrolidin-1-yl)methanone